BrC=1C=2N(C=C(C1)C1C(C1)(F)F)C=C(N2)C(=O)OCC ethyl 8-bromo-6-(2,2-difluorocyclopropyl)imidazo[1,2-a]pyridine-2-carboxylate